ClC=1C(=C(C=CC1)NC1=C(NC2=C1C(NCC2)=O)C2=CC=NC1=CC(=C(N=C21)OC)OC)OC 3-[(3-chloro-2-methoxyphenyl)amino]-2-(6,7-dimethoxy-1,5-naphthyridin-4-yl)-1H,5H,6H,7H-pyrrolo[3,2-c]pyridin-4-one